C(C)(C)(C)OC(N[C@@H](C)C=1N(N=CN1)C1=NC=C(N=C1)C#N)=O N-[(1S)-1-[2-(5-Cyanopyrazin-2-yl)-1,2,4-triazol-3-yl]ethyl]carbamic acid tert-butyl ester